O=C1NC(CCC1N1C(C2=CC=C(C=C2C1=O)NCCCC(C(=O)N)N1CCC(CC1)N1N=CC(=C1)C1=NC2=CC=CC=C2N=C1)=O)=O (3-((2-(2,6-dioxopiperidin-3-yl)-1,3-dioxoisoindolin-5-yl)amino)propyl)-2-(4-(4-(quinoxalin-2-yl)-1H-pyrazol-1-yl)piperidin-1-yl)acetamide